2-((4-((2-fluoroethyl)amino)phenyl)amino)quinazolin FCCNC1=CC=C(C=C1)NC1=NC2=CC=CC=C2C=N1